10-({2-[2,6-dioxopiperidin-3-yl]-1,3-dioxo-2,3-dihydro-1H-isoindol-5-yl}amino)decanoic acid O=C1NC(CCC1N1C(C2=CC=C(C=C2C1=O)NCCCCCCCCCC(=O)O)=O)=O